FC=1C=C(C(=NC1)O)C1N(CCC1)C1=NC=2N(C=C1)N=CC2[N+](=O)[O-] 5-fluoro-3-(1-(3-nitropyrazolo[1,5-a]pyrimidin-5-yl)pyrrolidin-2-yl)pyridin-2-ol